6-Bromo-3',6'-dihydro-[3,4'-bipyridine]-1'(2'H)-carboxylic acid tert-butyl ester C(C)(C)(C)OC(=O)N1CCC(=CC1)C=1C=NC(=CC1)Br